C(C)OC(COC1=CC=C(C=C1)C1N(CCC1)C(=O)OC(C)(C)C)=O tert-butyl 2-(4-(2-ethoxy-2-oxoethoxy)phenyl)pyrrolidine-1-carboxylate